3-cyclopropyl-5-[2-(3-morpholinopropoxy)-4-piperazin-1-yl-6,8-dihydro-5H-pyrido[3,4-d]pyrimidin-7-yl]phenol C1(CC1)C=1C=C(C=C(C1)N1CC=2N=C(N=C(C2CC1)N1CCNCC1)OCCCN1CCOCC1)O